N=1N(N=C2C1C=CC=C2)C2=C(C(=CC(=C2)CCCCCCCCCCCC)CCCCCCCCCCCC)O 2-(2H-benzotriazol-2-yl)-6-dodecyl-4-dodecylphenol